2-(3-iodoimidazo[1,2-a]pyridin-7-yl)-2-methyl-butanenitrile IC1=CN=C2N1C=CC(=C2)C(C#N)(CC)C